BrC=1N=C(C(=NC1C)N1CCC2(CCC[C@H]2NC(OC(C)(C)C)=O)CC1)CO tert-butyl (R)-(8-(5-bromo-3-(hydroxymethyl)-6-methylpyrazin-2-yl)-8-azaspiro[4.5]decan-1-yl)carbamate